NC1=C(C(=NN1C1COCC1(F)F)C1=CC=C(C=C1)CNC(C1=C(C=CC(=C1)F)OC)=O)C(=O)N 5-Amino-1-(4,4-difluoro-tetrahydrofuran-3-yl)-3-[4-[[(5-fluoro-2-methoxy-benzoyl)amino]methyl]phenyl]pyrazole-4-carboxamide